3,4,2',4',6'-pentahydroxybenzophenone OC=1C=C(C(=O)C2=C(C=C(C=C2O)O)O)C=CC1O